The molecule is quinoline substituted by hydroxy groups at the 4- and 6-positions. It is the product of 5-hydroxytryptophan metabolism, via monoamine oxidase catalysed conversion of 5-hydroxykynurenamine. It has a role as a human metabolite and a mouse metabolite. C1=CC2=C(C=C1O)C(=O)C=CN2